NC=1C2=C(N=C(N1)Cl)N(C=C2C2=NN(C=C2)CC2=CC=CC=C2)C2C(C(C(C2)C2CCN(CC2)CC2CCCC2)O)O 3-[4-amino-5-(1-benzylpyrazol-3-yl)-2-chloropyrrolo[2,3-d]pyrimidin-7-yl]-5-[1-(cyclopentylmethyl)piperidin-4-yl]cyclopentane-1,2-diol